O[C@H]1C[C@@H](O[C@@H]1CO)N1C2=NC=NC(=C2N=C1)NC(C1=CC=CC=C1)=O N-(9-((2R,4S,5R)-4-hydroxy-5-(hydroxymethyl)tetrahydrofuran-2-yl)-9H-purin-6-yl)benzamide